potassium tetrafluoroterephthalate FC1=C(C(=C(C(=C1C(=O)[O-])F)F)C(=O)[O-])F.[K+].[K+]